C(#N)C(C)(C)C=1C=C(C(=NC1)C=1N=C2N(C=CC(=C2)SCCC(=O)OC)C1)S(=O)(=O)CC methyl 3-[2-[5-(1-cyano-1-methylethyl)-3-ethylsulfonyl-2-pyridyl]imidazo[1,2-a]pyridin-7-yl]sulfanylpropanoate